C(C1=CC=CC=C1)OC1=C(C(=CC(=C1)CC(C)(C)O)OCC1=CC=CC=C1)C1=C2CC(N(C2=CC=C1C)CC)=O 4-(2,6-Bis(benzyloxy)-4-(2-hydroxy-2-methylpropyl)phenyl)-1-ethyl-5-methylindolin-2-one